1-(4-amino-3-(difluoromethoxy)phenyl)piperidin-4-ol NC1=C(C=C(C=C1)N1CCC(CC1)O)OC(F)F